N-acetyl-S-(3,4-dihydroxybutyl)-L-cysteine-d7 [2H]C([2H])(C([2H])([2H])SC[C@@H](C(=O)O)NC(=O)C)C([2H])(C([2H])([2H])O)O